C1=CC=C(C=2OC3=C(C21)C=CC=C3)C[C@@H]3N(CCC[C@@H]3NS(=O)(=O)C)C(=O)OC methyl cis-2-(dibenzo[b,d]furan-4-ylmethyl)-3-((methylsulfonyl)amino)piperidine-1-carboxylate